Cl.OC(COC([C@H](N)CC1=CN(C2=CC=CC=C12)C)=O)CO 1-methyl-D-tryptophan 2,3-dihydroxypropyl ester hydrochloride